COC(CCCCCCCC1C(C1)CCCCCCCCCCC(CCCCCCC)CN(C)C)=O methyl-8-(2-{11-[(dimethylamino)methyl]octadecyl}cyclopropyl)octanoate